1-(4-chlorophenyl)-N-(4-methoxyphenyl)-2-vinylcyclopropane-1-carboxamide ClC1=CC=C(C=C1)C1(C(C1)C=C)C(=O)NC1=CC=C(C=C1)OC